spiro[azetidine-3,2'-pyrido[3,2-b][1,4]oxazine]-4'(3'H)-carboxamide O1C2=C(N(CC13CNC3)C(=O)N)N=CC=C2